2-(2-methylpropyl)-1,3-thiazole CC(CC=1SC=CN1)C